FC(F)(F)C=1N=NC=CC1 trifluoromethyl-pyridazin